FC(C(C(C(S(=O)(=O)[O-])(F)F)(F)F)(F)F)(F)F.[K+] Potassium nonafluorobutane-1-sulfonate